NC1=C2C(=NC=N1)N(N=C2C(=O)NC2=C(C(=C(C=C2)CC(=O)N(C)C)C)C)[C@H]2CN(CCC2)C(\C=C\CN(C)CCCCN)=O 4-amino-1-[(3R)-1-[(E)-4-[4-aminobutyl(methyl)amino]but-2-enoyl]-3-piperidyl]-N-[4-[2-(dimethylamino)-2-oxo-ethyl]-2,3-dimethyl-phenyl]pyrazolo[3,4-d]pyrimidine-3-carboxamide